BrC=1N=C(SC1)C[C@@H](C(=O)N1N[C@@H](CCC1)C(=O)[O-])NC(=O)OC(C)(C)C (S)-1-((S)-3-(4-bromothiazol-2-yl)-2-((tert-butoxycarbonyl)amino)propanoyl)hexahydropyridazine-3-carboxylate